3-(5-((4-(6-((2-(1-(cyclopropylsulfonyl)-1H-pyrazol-4-yl)pyrimidin-4-yl)amino)-1-isopropyl-1H-pyrazolo[4,3-c]pyridin-3-yl)piperazin-1-yl)methyl)-1-oxoisoindoline-2-yl)piperidine C1(CC1)S(=O)(=O)N1N=CC(=C1)C1=NC=CC(=N1)NC1=CC2=C(C=N1)C(=NN2C(C)C)N2CCN(CC2)CC=2C=C1CN(C(C1=CC2)=O)C2CNCCC2